NC(C(CC(=O)O)O)CC1=CC=CC=C1 γ-amino-β-hydroxybenzenepentanoic acid